Ethyl 2-{[(1,2,3,5,6,7-hexahydro-s-indacen-4-yl)-carbamoyl]oxy}-3-(3-methyl-1H-pyrazol-1-yl)propanoate C1CCC2=C(C=3CCCC3C=C12)NC(=O)OC(C(=O)OCC)CN1N=C(C=C1)C